(2S)-2-amino-2-cyclopropyl-acetic acid ethyl ester hydrochloride Cl.C(C)OC([C@H](C1CC1)N)=O